tert-butyl 2-chloro-1-fluoro-5-(fluoromethyl)-13,14-dimethyl-5a,6,7,8,9,10-hexahydro-5H-6,9-epiminoazepino[2',1':3,4][1,4]oxazepino[5,6,7-ij][2,7]naphthyridine-15-carboxylate ClC=1N=C2C3=C(N=C(C(=C3C1F)C)C)N1C(C(O2)CF)C2CCC(C1)N2C(=O)OC(C)(C)C